C(C)C(CC1(CCCCC1)CCCCCCC(C)C)CCCC (2-Ethylhexyl)isononylcyclohexan